FC(C=1C=C(C=CC1F)N1C=C(C=2[C@@H](C(CCC12)(F)F)O)S(=O)(=O)C(C#N)F)F 2-(((S)-1-(3-(Difluoromethyl)-4-fluorophenyl)-5,5-difluoro-4-hydroxyl-4,5,6,7-tetrahydro-1H-indol-3-yl)sulfonyl)-2-fluoroacetonitrile